FC(C1=C(C=CC=C1S(=O)(=O)C1=CC=C(C=C1)F)N1CCNCC1)F (2-(difluoromethyl)-3-((4-fluorophenyl)sulfonyl)phenyl)piperazine